C(C)(CC)C1C(NC2=C(CN1C(=O)NC1=NN(C(C=C1)=O)CC(F)F)C=CC=C2)=O 3-(sec-butyl)-N-(1-(2,2-difluoroethyl)-6-oxo-1,6-dihydropyridazin-3-yl)-2-oxo-1,2,3,5-tetrahydro-4H-benzo[1,4]diazepine-4-carboxamide